4-nitrophenyl 3-methyl-1-(4-(methylsulfonyl) phenyl)-5-oxo-4,5-dihydro-1H-pyrazole-4-carboxylate CC1=NN(C(C1C(=O)OC1=CC=C(C=C1)[N+](=O)[O-])=O)C1=CC=C(C=C1)S(=O)(=O)C